C1(CC1)C1=C(C=CC(=C1)C1=NOC(=N1)C)C1=NC=C(C(=O)N)C=C1 6-(2-cyclopropyl-4-(5-methyl-1,2,4-oxadiazol-3-yl)phenyl)nicotinamide